C(C1=CC=CC=C1)OC(=O)N[C@H]1CN(CC=CC1)C(=O)OCC1=CC=CC=C1 benzyl (R)-3-(((benzyloxy) carbonyl) amino)-2,3,4,7-tetrahydro-1H-azepine-1-carboxylate